1-[6-[5-[(6-methylpyridazin-3-yl)amino]benzimidazol-1-yl]-2-[2-(1H-pyrazol-4-yl)-3-pyridyl]-3-pyridyl]ethanone CC1=CC=C(N=N1)NC1=CC2=C(N(C=N2)C2=CC=C(C(=N2)C=2C(=NC=CC2)C=2C=NNC2)C(C)=O)C=C1